(E)-3-(5-chloro-1-methyl-pyrazol-3-yl)prop-2-enoic acid ethyl ester C(C)OC(\C=C\C1=NN(C(=C1)Cl)C)=O